OC(CCCC1=CCC(CC1)C=O)(C)C 4-(4-hydroxy-4-methylpentyl)-3-cyclohexenecarboxaldehyde